C(C)(C)ONCCC N-isopropoxypropan-1-amine